(R)-3-(2-((1,1-difluoro-6-azaspiro[2.5]octan-6-yl)methyl)-6-vinylpyridin-4-yl)-10-methyl-9,10,11,12-tetrahydro-8H-[1,4]diazepino[5',6':4,5]thieno[3,2-f]quinolin-8-one FC1(CC12CCN(CC2)CC2=NC(=CC(=C2)C2=NC=1C=CC3=C(C1C=C2)C2=C(S3)C(N[C@@H](CN2)C)=O)C=C)F